C1(CC1)NC1=NC(=NC=C1C(F)(F)F)NC1=CC(=CC(=C1)N[C@H]1CNCCC1)F (R)-N4-cyclopropyl-N2-(3-fluoro-5-(piperidin-3-ylamino)phenyl)-5-(trifluoromethyl)pyrimidine-2,4-diamine